tert-Butyl N-tert-butoxycarbonyl-N-[5-[(2-chloro-3-fluoro-5-nitro-benzoyl)amino]-2,4-difluoro-phenyl]carbamate C(C)(C)(C)OC(=O)N(C(OC(C)(C)C)=O)C1=C(C=C(C(=C1)NC(C1=C(C(=CC(=C1)[N+](=O)[O-])F)Cl)=O)F)F